C1(CC1)C(=O)N1[C@@H](CN(CC1)C1=NC(=NC(=C1C#N)CCC)C=1C=NN(C1)C)C 4-[(3R)-4-(cyclopropylcarbonyl)-3-methylpiperazin-1-yl]-2-(1-methyl-1H-pyrazol-4-yl)-6-propylpyrimidine-5-carbonitrile